(2R)-N-(8-fluoro-6-oxo-1,4,5,6-tetrahydro-2H-pyrano[3,4-c]isoquinolin-1-yl)-N-methylindoline-2-carboxamide FC=1C=CC=2C3=C(NC(C2C1)=O)COCC3N(C(=O)[C@@H]3NC1=CC=CC=C1C3)C